3-(4-bromo-3-methyl-1H-pyrazol-1-yl)-3-methylbutan-2-one BrC=1C(=NN(C1)C(C(C)=O)(C)C)C